F[P-](F)(F)(F)(F)F.FC1=C(C(=C(C(=C1O[P+](N1CCCC1)(N1CCCC1)N1CCCC1)F)F)F)F (pentafluorophenoxy)tris(pyrrolidinyl)phosphonium hexafluorophosphate